C[SiH]1O[SiH](O[SiH](O1)C)C trimethyl-cyclotrisiloxane